4-(4-(benzyloxy)phenyl)tetrahydro-2H-pyran-4-amine C(C1=CC=CC=C1)OC1=CC=C(C=C1)C1(CCOCC1)N